(R)-3-(3-((5-bromopyrimidin-2-yl)amino)pyrrolidine-1-carbonyl)-4-fluorobenzaldehyde BrC=1C=NC(=NC1)N[C@H]1CN(CC1)C(=O)C=1C=C(C=O)C=CC1F